[Na+].CC(CCCCC)(C)C=1C(=CC(=C(C(=O)[O-])C1)C)O 5-(1,1-dimethylhexyl)-4-hydroxy-2-methylbenzoic acid, Sodium salt